acryloyloxydodecyl dihydrogenphosphate P(=O)(O)(O)OCCCCCCCCCCCCOC(C=C)=O